5-methyl-2,4-diisopropylphenol CC=1C(=CC(=C(C1)O)C(C)C)C(C)C